ethyl 1-(4-(2-(dimethylamino)-2-oxoethyl)benzyl)-1H-pyrazole-4-carboxylate CN(C(CC1=CC=C(CN2N=CC(=C2)C(=O)OCC)C=C1)=O)C